(3S,4R)-4-((5-chloro-4-(4-methyl-3-(piperidin-4-yl)isothiazol-5-yl)pyridin-2-yl)amino)tetrahydro-2H-pyran-3-ol hydrochloride Cl.ClC=1C(=CC(=NC1)N[C@H]1[C@@H](COCC1)O)C1=C(C(=NS1)C1CCNCC1)C